3,5-bis(trifluoromethyl)benzyl 4-(2-((1H-benzo[d][1,2,3]triazol-6-yl)sulfonyl)ethyl)piperazine-1-carboxylate N1N=NC2=C1C=C(C=C2)S(=O)(=O)CCN2CCN(CC2)C(=O)OCC2=CC(=CC(=C2)C(F)(F)F)C(F)(F)F